C(\C=C\C=C\C)=O (2e,4e)-hexa-2,4-dienal